FC1=CC=C(C=C1)C(N1CCNCC1)C1=C(C=CC=C1)OCC#C 1-((4-fluorophenyl)(2-(prop-2-yn-1-yloxy)phenyl)methyl)piperazine